(3S)-N-[(1S)-1-(2-amino-2-oxo-ethyl)prop-2-ynyl]-4-[1-[4-(trifluoromethoxy)phenyl]cyclopropanecarbonyl]morpholine-3-carboxamide NC(C[C@@H](C#C)NC(=O)[C@H]1N(CCOC1)C(=O)C1(CC1)C1=CC=C(C=C1)OC(F)(F)F)=O